1,3λ2-oxazinan-6-one O1C[N]CCC1=O